6-fluoro-4-oxo-7-[3-(pyrimidin-2-yl)azetidin-1-yl]-1-(1,3-thiazol-2-yl)-1,4-dihydro-1,8-naphthyridine-3-carboxylic acid FC=1C=C2C(C(=CN(C2=NC1N1CC(C1)C1=NC=CC=N1)C=1SC=CN1)C(=O)O)=O